(5S,8R)-N-(3,4-dichlorophenyl)-2-phenyl-6,7,8,9-tetrahydro-5H-5,8-epiminocyclohepta-[d]pyrimidine-10-carboxamide ClC=1C=C(C=CC1Cl)NC(=O)N1[C@H]2CC[C@@H]1CC=1N=C(N=CC12)C1=CC=CC=C1